OCC(COCCCCCCCCCCCCCCCCCC)OC=1C(=C(C#N)C=CC1)OC ((1-hydroxy-3-(octadecyloxy)propan-2-yl)oxy)-2-methoxybenzonitrile